ethyl 2-(((S)-3-(3-chloro-5-fluorophenyl)-3-(4-isopropylpiperazin-1-yl)propyl)(methyl)amino)-2-(3-methyl-2-((1r,4S)-4-((1,1,1-trifluoropropan-2-yl)oxy)cyclohexyl)phenyl)acetate ClC=1C=C(C=C(C1)F)[C@H](CCN(C(C(=O)OCC)C1=C(C(=CC=C1)C)C1CCC(CC1)OC(C(F)(F)F)C)C)N1CCN(CC1)C(C)C